CC1OC(C2=C1N1CCC3=C(C1CC21SCCS1)C=CC=C3)=O 5,6,10b,11-Tetrahydro-3-methyl-spiro[12H-benzo[a]furo[3,4-f]quinolizin-12,2'-[1,3]dithiolan]-1(3H)one